C(C)(C)(C)C1=NC(=NO1)C(=O)NCC1=C(C=C(C=C1)C1=NC=NN2C1=CC(=C2)C2=CC=C(C=C2)CN2CCC(CC2)C2=CC=C(C=C2)C2C(NC(CC2)=O)=O)OC 5-tert-butyl-N-[[4-[6-[4-[[4-[4-(2,6-dioxo-3-piperidyl)phenyl]-1-piperidyl]methyl]phenyl]pyrrolo[2,1-f][1,2,4]triazin-4-yl]-2-methoxy-phenyl]methyl]-1,2,4-oxadiazole-3-carboxamide